C(C)(C)(C)[Si](OCCN1N=C(C(=C1C(=O)O)I)OCC)(C)C 2-[2-[tert-butyl-(dimethyl)silyl]oxyethyl]-5-ethoxy-4-iodo-pyrazole-3-carboxylic acid